COC1=C(N=C2C(=N1)N(C(=N2)C(F)(F)F)C2=C(C=CC=C2)F)N 6-Methoxy-(2-fluorophenyl)-2-(trifluoromethyl)-1H-imidazo[4,5-b]pyrazin-5-amin